NC=CCC=1C(=NC(N([C@H]2[C@H](O)[C@H](O)[C@@H](CO)O2)C1)=O)N 5-aminoallyl-cytidine